Decahydro-2,7-naphthyridine C1NCCC2CCNCC12